ClC=1C=C(C=NC1Cl)S(=O)(=O)N(C=1SC(=CN1)F)CC1=C(C=C(C=C1)OC)OC 5,6-dichloro-N-(2,4-dimethoxybenzyl)-N-(5-fluorothiazol-2-yl)pyridine-3-sulfonamide